CC1=CC=C(C=N1)NC1CCC(CC1)OC1=C2C=C(C=NC2=CC(=N1)N1CCOCC1)O 5-[4-[(6-methyl-3-pyridyl)amino]cyclohexoxy]-7-morpholino-1,6-naphthyridin-3-ol